C(#C)C1=C(C=CC2=CC(NC(=C12)C1=C(C=2N=C(N=C(C2C=N1)N(C[C@H]1NCCCC1)C)N1CCOCC1)F)=O)F (S)-8-ethynyl-7-fluoro-1-(8-fluoro-4-(methyl(piperidin-2-ylmethyl)amino)-2-morpholinopyrido[4,3-d]pyrimidin-7-yl)isoquinolin-3(2H)-one